bispinanol borate B(O)(O)O.C12(C(CCC(C1(C)C)C2)C)O.C21(C(CCC(C2(C)C)C1)C)O